methyl (2S)-2-amino-3,3-dimethyl-butanoate N[C@H](C(=O)OC)C(C)(C)C